Br.N1[C@H](CCC1)C=1OC=CN1 (R)-2-(pyrrolidin-2-yl)oxazole hydrobromide